ClC1=CC=C(S1)C1=NNC(=C1C1CCC1)N 3-(5-chlorothiophen-2-yl)-4-cyclobutyl-1H-pyrazol-5-amine